2-ethylhexyl (3-phenyl-2-cyclopenten-1-ylidene)cyanoacetate C1(=CC=CC=C1)C1=CC(CC1)=C(C(=O)OCC(CCCC)CC)C#N